2-methyl-1,3-dihydroxybenzene CC1=C(C=CC=C1O)O